2-chloro-7-iodo-5-methylpyrrolo[3,2-d]pyrimidine ClC=1N=CC2=C(N1)C(=CN2C)I